CN(CC1=CC=C(C=C1)N)C N,N-dimethyl-1-(4-aminophenyl)methanamine